methyl (3S)-7-cyanoindolizine-3-carboxylate C(#N)C=1C=CN2C(=CC=C2C1)C(=O)OC